C(C1=CC=CC=C1)OC1=CC=C(C=C1)C=1C=2C=CC(=CC2CCC1)O 5-(4-benzyloxyphenyl)-7,8-dihydronaphthalen-2-ol